(s)-2-{methyl-[2-(naphthalene-2-sulfonylamino)-5-(naphthalene-2-sulfonyloxy)-benzoyl]-amino}-succinic acid CN([C@H](C(=O)O)CC(=O)O)C(C1=C(C=CC(=C1)OS(=O)(=O)C1=CC2=CC=CC=C2C=C1)NS(=O)(=O)C1=CC2=CC=CC=C2C=C1)=O